ethoxypyrrolidone phosphorus [P].C(C)ON1C(CCC1)=O